3-[3-(4-cyclopropoxy-2-methoxypyridin-3-yl)-1-{[2-(trimethylsilyl)ethoxy]methyl}pyrrolo[2,3-b]pyridin-6-yl]-1-[2-(4-methylpiperazin-1-yl)ethyl]urea C1(CC1)OC1=C(C(=NC=C1)OC)C1=CN(C2=NC(=CC=C21)NC(NCCN2CCN(CC2)C)=O)COCC[Si](C)(C)C